Cl.NCC1=CC(=C(C=C1C)C1=CC(=NC=C1)NC(=O)C1CC1)F N-(4-(4-(aminomethyl)-2-fluoro-5-methylphenyl)pyridin-2-yl)cyclopropanecarboxamide hydrochloride